OCCN1C(N(C2=C(C1=O)C(=C(S2)COC)C)CCC2=CC=CC=C2)=O 3-(2-hydroxyethyl)-6-(methoxymethyl)-5-methyl-1-(2-phenylethyl)-1H,2H,3H,4H-thieno[2,3-d]pyrimidine-2,4-dione